FC1=C(C=CC(=C1)SC)C1=CC(=NC2=C(N=CC=C12)C1=CC=NN1C1OCCCC1)N1CCOCC1 4-[2-fluoro-4-(methylsulfanyl)phenyl]-2-(morpholin-4-yl)-8-[1-(tetrahydro-2H-pyran-2-yl)-1H-pyrazol-5-yl]-1,7-naphthyridine